tert-butyl 4-(3-(((trifluoromethyl)sulfonyl)oxy)cinnolin-6-yl)piperazine-1-carboxylate FC(S(=O)(=O)OC=1N=NC2=CC=C(C=C2C1)N1CCN(CC1)C(=O)OC(C)(C)C)(F)F